(5-methyl-1,2,4-oxadiazol-3-yl)-N-phenyl-N-(p-tolyl)benzamide CC1=NC(=NO1)C1=C(C(=O)N(C2=CC=C(C=C2)C)C2=CC=CC=C2)C=CC=C1